N-((4-(1H-pyrazol-3-yl)-1-(4-(trifluoromethoxy)phenyl)-1H-pyrazolo[3,4-b]pyridin-3-yl)methyl)acrylamide N1N=C(C=C1)C1=C2C(=NC=C1)N(N=C2CNC(C=C)=O)C2=CC=C(C=C2)OC(F)(F)F